1-methyl-1H-indole-3-amine CN1C=C(C2=CC=CC=C12)N